BrC1=NN(C2=C1C=NC(=C2)CC(=O)N)C2=NC(=CN=C2)C(C)(F)F (3-bromo-1-(6-(1,1-difluoroethyl)pyrazin-2-yl)-1H-pyrazolo[4,3-c]pyridin-6-yl)acetamide